C(C)(C)(C)OC(=O)NC[C@H]1CC[C@@H](O1)C(=O)O (2R,5R)-5-(((tert-butoxycarbonyl)amino)methyl)tetrahydrofuran-2-carboxylic acid